C(C)(C)(C)OC1=CC=C(C=C1)C(CC(=O)[O-])C 3-(4-(tert-butoxy)phenyl)butanoate